O=C1CC2(C1)CN(C2)C2=NC=CC(=N2)COC2=CC=C(C=C2)C(C)(C)C2=CC=C(OC1CC(CC1)NC=1C=C3CN(CC3=CC1)C1C(NC(CC1)=O)=O)C=C2 5-((3-(4-(2-(4-((2-(2-oxo-6-azaspiro[3.3]heptane-6-yl)pyrimidin-4-yl)Methoxy)phenyl)propan-2-yl)phenoxy)cyclopentyl)amino)-2-(2,6-dioxopiperidin-3-yl)isoindoline